ClC1=CC=CC2=C1C1=C(O2)C=CC(=C1)N1C2=CC=CC=C2C=2C=CC=CC12 9-(9-chlorodibenzo[b,d]furan-2-yl)-9H-carbazole